6-chloro-7-methoxy-1,1-dimethyl-3,4-Dihydronaphthalene-2(1H)-one ClC=1C=C2CCC(C(C2=CC1OC)(C)C)=O